(2S)-3-methyl-2-[pentanoyl-[[4-[2-(2H-tetrazol-5-yl)phenyl]phenyl]methyl]amino]butane CC([C@H](C)N(CC1=CC=C(C=C1)C1=C(C=CC=C1)C=1N=NNN1)C(CCCC)=O)C